CC(CC(C)C)N(CCCC)[SiH](OCC)OCC N-(1,3-dimethylbutyl)-3-methyl-(diethoxysilyl)-1-propylamine